The molecule is a naphthochromene that is hexadecahydro-2H-naphtho[2,1-f]chromen-2-one which is substituted at position 3 by a hydroxymethylene group, at position 8 by a hydroxy group, and at positions 10a and 12a by methyl groups. It is a delta-lactone, a secondary alcohol, a naphthochromene and an oxo seco-steroid. C[C@]12CC[C@@H](C[C@@H]1CC[C@@H]3[C@@H]2CC[C@]4([C@H]3C/C(=C/O)/C(=O)O4)C)O